C(C)(C)(C)OC(=O)N1CC2C(C1)CN(C2)C2=C(C=CC(=C2)C=C(C)C)C#N.FC2=C(C=CC1=C2N=CS1)C(C)=O 1-(4-fluorobenzo[d]thiazol-5-yl)ethan-1-one tert-butyl-2-[2-cyano-5-(2-methylprop-1-enyl)phenyl]-1,3,3a,4,6,6a-hexahydropyrrolo[3,4-c]pyrrole-5-carboxylate